2-((4-(2-(diethylamino)ethoxy)phenyl)amino)-6-(4-hydroxyphenyl)-8-methylpyrido[2,3-d]pyrimidin-7(8H)-one C(C)N(CCOC1=CC=C(C=C1)NC=1N=CC2=C(N1)N(C(C(=C2)C2=CC=C(C=C2)O)=O)C)CC